3-[5-bromo-3-(methoxymethoxy)-2-pyridyl]-6-chloro-pyridazine BrC=1C=C(C(=NC1)C=1N=NC(=CC1)Cl)OCOC